1-methyl-3,4-dihydro-1H-isoquinoline-2-carboxylic acid tert-butyl ester C(C)(C)(C)OC(=O)N1C(C2=CC=CC=C2CC1)C